2-((3,5-dicyano-4-ethyl-6-(3-hydroxyazetidin-1-yl)pyridin-2-yl)sulfanyl)-2-phenylacetamide C(#N)C=1C(=NC(=C(C1CC)C#N)N1CC(C1)O)SC(C(=O)N)C1=CC=CC=C1